1-[7-(2-chloro-5-fluoropyrimidin-4-yl)-4,7-diazaspiro[2.5]octan-4-yl]ethanone ClC1=NC=C(C(=N1)N1CCN(C2(CC2)C1)C(C)=O)F